[Si](C)(C)(C(C)(C)C)OC=1C=C(C(=O)O)C=C(C1)O[Si](C)(C)C(C)(C)C 3,5-bis(tert-butyldimethylsilyloxy)benzoic acid